BrC1=NC=C(C=C1)C1=NC(=C(C(=N1)NC1=CC=C(C=C1)C)C(F)(F)F)OC 2-(2-bromo-5-pyridyl)-6-methoxy-N-(4-methylphenyl)-5-(trifluoromethyl)-4-pyrimidinamine